tetra(pentafluorophenyl)boric acid lithium [Li].FC1=C(C(=C(C(=C1[B-](C1=C(C(=C(C(=C1F)F)F)F)F)(C1=C(C(=C(C(=C1F)F)F)F)F)C1=C(C(=C(C(=C1F)F)F)F)F)F)F)F)F.[H+]